CC1(OB(OC1(C)C)C1=C2C=NNC(C2=CC=C1)=O)C 5-(4,4,5,5-tetramethyl-1,3,2-dioxaborolan-2-yl)phthalazin-1(2H)-one